2,6-Diisopropylaniline C(C)(C)C1=C(N)C(=CC=C1)C(C)C